C(C)(C)(C)OC(=O)N1[C@@H]2CN([C@H](C1)C2)CC2=C(SC1=NC=CC=C12)C(=O)O (((1S,4S)-5-(tert-butoxycarbonyl)-2,5-diazabicyclo[2.2.1]heptan-2-yl)methyl)thieno[2,3-b]pyridine-2-carboxylic acid